3-(5,6-dichloro-1-indolyl)propionic acid ClC=1C=C2C=CN(C2=CC1Cl)CCC(=O)O